diethyl (2-methylcyclohexylmethylene)malonate CC1C(CCCC1)C=C(C(=O)OCC)C(=O)OCC